ClC1=C(C=C(C=C1)N1N=NN=C1CN(C)C1CCCCC1)C(F)(F)F N-((1-(4-chloro-3-(trifluoromethyl)phenyl)-1H-tetrazol-5-yl)methyl)-N-methylcyclohexylamine